C(C=C)(=O)N1CC2(C1)CN(CC2)C2=NC(=NC(=C2C#N)C2=C1C=NNC1=CC=C2C)N2CC1(CC2)CN(CC1)C 4-(2-acryloyl-2,6-diazaspiro[3.4]octan-6-yl)-6-(5-methyl-1H-indazol-4-yl)-2-(7-methyl-2,7-diazaspiro[4.4]nonan-2-yl)pyrimidine-5-carbonitrile